FC(C(/C(=C(\C(C(C(F)(F)F)(F)F)(OC)F)/F)/F)(F)F)(F)F (Z)-1,1,1,2,2,3,4,5,6,6,7,7,7-tridecafluoro-5-methoxyhept-3-ene